6-(tritylthio)-hexanoic acid C(C1=CC=CC=C1)(C1=CC=CC=C1)(C1=CC=CC=C1)SCCCCCC(=O)O